m-(5-chloro-6-fluoro-2,3-dihydro-1-benzofuran-2-yl)benzoic acid ClC=1C(=CC2=C(CC(O2)C=2C=C(C(=O)O)C=CC2)C1)F